cytidine trisphosphate P(=O)(O)(O)O[C@H]1[C@@H](O[C@@H]([C@H]1OP(=O)(O)O)COP(=O)(O)O)N1C(=O)N=C(N)C=C1